N'-{(2S,3S)-1-(azetidine-1-carbonyl)-2-[(3-bromo-2-fluorophenyl)methyl]pyrrolidin-3-yl}-N,N-dimethylsulfuric diamide N1(CCC1)C(=O)N1[C@H]([C@H](CC1)NS(N(C)C)(=O)=O)CC1=C(C(=CC=C1)Br)F